dopamine coumarate C(\C=C\C1=CC=C(C=C1)O)(=O)O.NCCC1=CC(O)=C(O)C=C1